ethyl 1-((ethoxy carbonyl)(isobutyl)amino)cyclopentane-1-carboxylate C(C)OC(=O)N(C1(CCCC1)C(=O)OCC)CC(C)C